di(eicosyl) suberate C(CCCCCCC(=O)OCCCCCCCCCCCCCCCCCCCC)(=O)OCCCCCCCCCCCCCCCCCCCC